3-(2-chloro-6-methyl-4-pyridyl)-6-(7,8-dimethyl-[1,2,4]triazolo[4,3-b]pyridazin-6-yl)-7,8-dihydro-5H-1,6-naphthyridine ClC1=NC(=CC(=C1)C=1C=NC=2CCN(CC2C1)C=1C(=C(C=2N(N1)C=NN2)C)C)C